C1(=CC=CC=C1)CCCO phenyl-propyl alcohol